3-(4-(((4-fluoroisoindolin-5-yl)methyl)sulfonyl)phenyl)-1-methyl-1-(1-phenylethyl)urea FC1=C2CNCC2=CC=C1CS(=O)(=O)C1=CC=C(C=C1)NC(N(C(C)C1=CC=CC=C1)C)=O